tert-butyl (1R,5S,6r)-6-(3-(6-morpholino-1H-benzo[d]imidazol-2-yl)-1H-indazole-5-carboxamido)-3-azabicyclo[3.1.0]hexane-3-carboxylate O1CCN(CC1)C=1C=CC2=C(NC(=N2)C2=NNC3=CC=C(C=C23)C(=O)NC2[C@@H]3CN(C[C@H]23)C(=O)OC(C)(C)C)C1